(R)-2-((((9H-fluoren-9-yl)methoxy)carbonyl)amino)-3-(1-(tert-butoxycarbonyl)-1H-indol-5-yl)propanoic acid C1=CC=CC=2C3=CC=CC=C3C(C12)COC(=O)N[C@@H](C(=O)O)CC=1C=C2C=CN(C2=CC1)C(=O)OC(C)(C)C